C1(CCCCC1)C1=C(C=C(C=C1)C(CC(=O)OCC)=O)F Ethyl 3-(4-cyclohexyl-3-fluorophenyl)-3-oxopropanoate